C(C)C(COP(=O)([O-])[O-])CCCC 2-ethylhexyl-phosphat